cis-N-(4-chloro-3-(cis-2-cyanocyclobutyl)phenyl)-3-methyl-1-(5-methyl-1,3,4-oxadiazol-2-yl)-6-azabicyclo[3.1.1]heptane-6-carboxamide ClC1=C(C=C(C=C1)NC(=O)N1C2CC(CC1(C2)C=2OC(=NN2)C)C)[C@H]2[C@H](CC2)C#N